FC1=C(C(=O)Cl)C=CC=C1 2-fluorobenzoyl chloride